ClC1=C(OCC2=NC=CC=C2)C=CC(=C1)[N+](=O)[O-] 2-[(2-chloro-4-nitro-phenoxy)methyl]pyridine